8-(2-(bicyclo[1.1.1]pentan-1-yl)pyridin-3-yl)-3-methyl-6-oxo-3,4-dihydro-2H,6H-pyrimido[2,1-b][1,3]thiazine-7-carbonitrile C12(CC(C1)C2)C2=NC=CC=C2C=2N=C1SCC(CN1C(C2C#N)=O)C